(3Z,6Z)-3-benzylidene-6-[(5-tertbutyl-1H-imidazol-4-yl)deuteromethylene]piperidine-2,5-dione C(/C1=CC=CC=C1)=C\1/C(N\C(\C(C1)=O)=C(\[2H])/C=1N=CNC1C(C)(C)C)=O